5-({5-[(1S,3R)-3-hydroxycyclopentyl]-2-(2-methylprop-2-yl)pyrazol-3-yl}amino)-3,3-dimethyl-2,3-dihydro-1λ6-benzothiophene-1,1-dione O[C@H]1C[C@H](CC1)C=1C=C(N(N1)C(C)(C)C)NC=1C=CC2=C(C(CS2(=O)=O)(C)C)C1